(Z)-1-(1-bromo-4-chlorobut-2-en-2-yl)-3,5-dimethylbenzene BrC\C(=C/CCl)\C1=CC(=CC(=C1)C)C